CN1C(C=C(C=C1)C1=NN(C(=C1)CNC)COCC[Si](C)(C)C)=O 1-methyl-4-(5-((methyl-amino)methyl)-1-((2-(trimethylsilyl)ethoxy)methyl)-1H-pyrazol-3-yl)pyridin-2(1H)-one